NC(=O)C1=CC=CC2=CN(N=C12)C1=CC=C(C=C1)NC(=O)C1C[NH2+]C1 3-[({4-[7-(aminocarbonyl)-2H-indazole-2-yl]phenyl}amino)carbonyl]azacyclobutanium